(1s,4s)-4-(4-benzylpiperazine-1-yl)cyclohexanol C(C1=CC=CC=C1)N1CCN(CC1)C1CCC(CC1)O